Cl.N1C(=NC=C1)NC1CCNCC1 4-(1H-imidazol-2-ylamino)piperidine hydrochloride